(2R)-N-((S or R)-(3-chloro-2,4-difluoro-phenyl)((S or R)-spiro[2.2]pentan-1-yl)methyl)-2-methyl-3-oxopiperazine-1-carboxamide ClC=1C(=C(C=CC1F)[C@@H](NC(=O)N1[C@@H](C(NCC1)=O)C)[C@H]1CC12CC2)F |o1:8,20|